tert-butyl (S)-3-((5-(methoxycarbonyl)-4'-(trifluoromethyl)-[1,1'-biphenyl]-2-yl)oxy)pyrrolidine-1-carboxylate COC(=O)C=1C=CC(=C(C1)C1=CC=C(C=C1)C(F)(F)F)O[C@@H]1CN(CC1)C(=O)OC(C)(C)C